FC=1C=C(C=CC1)N1C[C@@H]2C([C@@H]2C1)N (1R,5S,6s)-3-(3-fluorophenyl)-3-azabicyclo[3.1.0]hexan-6-amine